FC=1C=C(C=CC1F)NC(=O)C1=C(N(C(=C1OC)C(C(=O)N[C@H](CO)CC)=O)C)C (S)-N-(3,4-difluorophenyl)-5-(2-((1-hydroxybutan-2-yl)amino)-2-oxoacetyl)-4-methoxy-1,2-dimethyl-1H-pyrrole-3-carboxamide